COC(=O)C1=CC=C2C=NN(C2=C1)CC1=CC(=CC=C1)C(F)(F)F 1-(3-Trifluoromethylbenzyl)-1H-indazole-6-carboxylic acid methyl ester